FC(=C(C(C(C(C(F)(F)F)(F)F)(F)F)(F)F)F)F perfluoro(1-n-hexene)